C(C=C)(=O)OC1=C(C(=C(C(=C1F)F)F)F)F (pentafluorophenyl) acrylate